COC1=C(C=C(CN2N=CC(=C2)NC2=NC(=NC=C2)C2=CC=C(C=C2)N2C(NCC2)=O)C=C1C)C 1-(4-(4-((1-(4-methoxy-3,5-dimethylbenzyl)-1H-pyrazol-4-yl)amino)pyrimidin-2-yl)phenyl)imidazolidin-2-one